C/C/1=C(/C[C@@H]2C[C@H]2CC[C@H]1OC(N(C)CC1=CC=C(C=C1)F)=O)\C Dimethyl-(1S,5R,8R,Z)-5-(((4-fluorobenzyl)(methyl)carbamoyl)oxy)bicyclo[6.1.0]non-3-ene